C(C)(C)(C)C=1C=C(C=C(C1O)C(C)(C)C)C=C(C#N)C1=CC=C(C=C1)[N+](=O)[O-] 3-(3,5-di-tert-butyl-4-hydroxy-phenyl)-2-(4-nitro-phenyl)-acrylonitrile